BrC1=C(C=CC=C1)C=1C=2N(C=C(C1)C1=CC=CC=C1)C=C(N2)C2=CC=CC=C2 8-(2-bromophenyl)-2,6-diphenylimidazo[1,2-a]pyridine